Dibenzylbiphenyl C1=CC=C(C=C1)CC2=CC=C(C=C2)C3=CC=C(C=C3)CC4=CC=CC=C4